(S)-2-(fluoromethyl)-4-((1r,3S)-3-(1-isopropyl-3-(6-(trifluoromethyl)pyridin-3-yl)-1H-1,2,4-triazol-5-yl)cyclopentyl)morpholine FC[C@@H]1CN(CCO1)[C@H]1C[C@H](CC1)C1=NC(=NN1C(C)C)C=1C=NC(=CC1)C(F)(F)F